3-fluoro-5-((1-oxo-6-(3-(trifluoromethyl)-1H-pyrazol-4-yl)isoquinolin-2(1H)-yl)methyl)-N-(4-sulfamoylphenyl)benzamide FC=1C=C(C(=O)NC2=CC=C(C=C2)S(N)(=O)=O)C=C(C1)CN1C(C2=CC=C(C=C2C=C1)C=1C(=NNC1)C(F)(F)F)=O